FC1(C(C2=C(C(=C(C(=C2C(C1(F)F)(F)F)F)F)F)F)=O)C(C(C(C(C(C(C(C(C(F)(F)F)(F)F)(F)F)(F)F)(F)F)(F)F)(F)F)(F)F)(F)F perfluorononyl-tetralone